N-(2-cyclobutyl-1-oxoisoindolin-4-yl)-3-(isoxazol-3-ylethynyl)benzenesulfonamide tert-butyl-4-(2-(((trans)-4-(dibenzylamino)cyclohexyl)oxy)ethoxy)-2,6-dimethylpiperidine-1-carboxylate C(C)(C)(C)OC(=O)N1C(CC(CC1C)OCCO[C@@H]1CC[C@H](CC1)N(CC1=CC=CC=C1)CC1=CC=CC=C1)C.C1(CCC1)N1C(C2=CC=CC(=C2C1)NS(=O)(=O)C1=CC(=CC=C1)C#CC1=NOC=C1)=O